N1=C(C=NC2=CC=CC=C12)C[C@H](N)C(=O)O 3-(2-quinoxalyl)-alanine